BrC=1SC2=C(N1)C=CC(=C2)COC 2-bromo-6-(methoxymethyl)benzo[d]thiazole